N4-(benzo[d]oxazol-2(3H)-on-5-yl)-N2-(2-Hydroxyisoindolin-5-yl)-5-methylpyrimidine-2,4-diamine O1C(NC2=C1C=CC(=C2)NC2=NC(=NC=C2C)NC=2C=C1CN(CC1=CC2)O)=O